N=1C=NN2C1C=C(C=C2)OC2=C(C=C(C=C2)NC=2C1=C(N=CN2)C=NC(=C1)N1C(/C(/CC1)=C/CN1CCC1)=O)C (E)-1-(4-((4-([1,2,4]triazolo[1,5-a]pyridin-7-yloxy)-3-methylphenyl)amino)pyrido[3,4-d]pyrimidin-6-yl)-3-(2-(azetidin-1-yl)ethylidene)pyrrolidin-2-one